oxazolic acid O1C(=NC=C1)C(=O)O